[Si](C)(C)(C(C)(C)C)OCC=1N=C(SC1S(=O)O)C1(COC(OC1)(C)C)O 4-(((tert-butyldimethylsilyl)oxy)methyl)-2-(5-hydroxy-2,2-dimethyl-1,3-dioxan-5-yl)thiazol-5-sulfinic acid